C(#N)C1=CC(=C(COC2=C(C=CC(=N2)C2=CCC(CC2)CC2=NC=3C(=NC(=CC3)C(=O)OCC)N2C[C@H]2OCC2)F)C=C1)F ethyl 2-((4-(6-((4-cyano-2-fluorobenzyl) oxy)-5-fluoropyridin-2-yl) cyclohex-3-en-1-yl) methyl)-3-(((S)-oxetan-2-yl) methyl)-3H-imidazo[4,5-b]pyridine-5-carboxylate